C(C)C(COC(C(=C(C1=CC=CC=C1)C1=CC=CC=C1)C#N)=O)CCCC 2-cyano-3,3-diphenyl-2-propenoic acid 2-ethylhexyl ester